FC=1C=C(C(=NC1)OC)C1=NN2C(N=CC=C2)=C1C=1N=CNC1 2-(5-fluoro-2-methoxypyridin-3-yl)-3-(1H-imidazol-4-yl)pyrazolo[1,5-a]pyrimidine